N-[3'-fluoro-5'-(2-hydroxypropan-2-yl)-2-sulfamoylbiphenyl-4-yl]-2-(2-fluorophenyl)acetamide FC=1C=C(C=C(C1)C(C)(C)O)C1=C(C=C(C=C1)NC(CC1=C(C=CC=C1)F)=O)S(N)(=O)=O